4-methyl-N-(3-fluoro-4-((4-methylpiperazin-1-yl)methyl)phenyl)benzamide CC1=CC=C(C(=O)NC2=CC(=C(C=C2)CN2CCN(CC2)C)F)C=C1